N-(2-(4-(4-cyclobutylpiperazine-1-yl)piperidine-1-yl)-4-methoxy-5-((6-((R)-3-(2,3,4-trifluorophenyl)-isoxazolidine-2-yl)pyrimidine-4-yl)amino)phenyl)acrylamide C1(CCC1)N1CCN(CC1)C1CCN(CC1)C1=C(C=C(C(=C1)OC)NC1=NC=NC(=C1)N1OCC[C@@H]1C1=C(C(=C(C=C1)F)F)F)NC(C=C)=O